4-[4-(1-Amino-1-methylethyl)phenyl]-2-[4-(2-morpholin-4-yl-ethyl)phenylamino]pyrimidine-5-carbonitrile NC(C)(C)C1=CC=C(C=C1)C1=NC(=NC=C1C#N)NC1=CC=C(C=C1)CCN1CCOCC1